COC(=O)C1=CC2=C(NC(=N2)CCP(=O)(O)C2=CC=CC=C2)C=C1.C(CCC)N1CC=CC=C1 N-butyl-pyridine 2-(5-methoxycarbonyl-1H-benzimidazole-2-yl)ethyl-phenyl-hypophosphite